FC1C(NC(NC1)=O)=O 5-fluoro-1,3-diazinan-2,4-dione